1-(4-(hydroxyamino)-6-methylpyrimidin-2-yl)-3-(naphthalen-2-yl)urea ONC1=NC(=NC(=C1)C)NC(=O)NC1=CC2=CC=CC=C2C=C1